5-(5-bromo-6,6a-dihydro-1aH-cyclopropa[1,2-a]inden-1a-yl)-1H-imidazole BrC=1C=2CC3C(C2C=CC1)(C3)C3=CN=CN3